ClC=1C=C(C=C(C(=O)O)C1)C 5-chloro-3-methylbenzoic acid